N-(3,4-difluoro-2-methylphenyl)palmitamide FC=1C(=C(C=CC1F)NC(CCCCCCCCCCCCCCC)=O)C